6'-((5S)-1-(4-amino-1,3-dihydrofuro[3,4-c][1,7]naphthyridine-8-carbonyl)-5-methylpiperidin-2-yl)-8'-fluoro-1',4'-dihydro-2'H-spiro[cyclopropane-1,3'-quinolin]-2'-one NC1=NC=2C=NC(=CC2C2=C1COC2)C(=O)N2C(CC[C@@H](C2)C)C=2C=C1CC3(C(NC1=C(C2)F)=O)CC3